CC1(OB(OC1(C)C)C=1C=C(C=CC1)N1N=C2C(=N1)C=CC=C2)C 2-(3-(4,4,5,5-tetramethyl-1,3,2-dioxaborolan-2-yl)phenyl)-2H-benzo[d][1,2,3]triazole